C1=NC=CC2=C(C=CC=C12)C1=CC=C2C(CCOC2=C1)NC(O[C@@H]1CN2CCC1CC2)=O (S)-quinuclidin-3-yl (7-(isoquinolin-5-yl)chroman-4-yl)carbamate